allyl-D-cysteine C(C=C)N[C@H](CS)C(=O)O